4-amino-1-[(2R,4S,5R)-4-hydroxy-5-(hydroxymethyl)oxolan-2-yl]-1,3,5-triazin-2-one NC1=NC(N(C=N1)[C@@H]1O[C@@H]([C@H](C1)O)CO)=O